acryloyloxyhexyl dihydrogen Phosphate P(=O)(OCCCCCCOC(C=C)=O)(O)O